C(C(=C)C)(=O)OCC(COC1=CC=C(C=C1)C(C)(C)C1=CC=C(C=C1)OCC(COC(C(=C)C)=O)O)O 2,2-Bis[4-[3-methacryloyloxy-2-hydroxypropoxy]phenyl]propane